4-Iodo-N-(tetrahydrofuran-3-yl)pyridin-2-amine IC1=CC(=NC=C1)NC1COCC1